C1=CC=CC=2C3=CC=CC=C3C(C12)COC(=O)N[C@H](C(=O)O)CC1=CC=C(C=C1)N1CCN(CC1)C(=O)OC(C)(C)C (S)-2-((((9H-fluoren-9-yl)methoxy)carbonyl)amino)-3-(4-(4-(tert-butoxycarbonyl)piperazin-1-yl)phenyl)propanoic acid